tert-butyl 6-methyl-1-(1-methyl-1H-indazol-5-yl)-7-oxo-3-(phenylsulfonyl)-6,7-dihydro-3H-spiro[dipyrrolo[2,3-b:3',2'-d]pyridine-8,4'-piperidine]-1'-carboxylate CN1C(C2(CCN(CC2)C(=O)OC(C)(C)C)C2=C3C(=NC=C21)N(C=C3C=3C=C2C=NN(C2=CC3)C)S(=O)(=O)C3=CC=CC=C3)=O